C(C)(C)(C)OC(=O)N1C[C@@H](OCC1)COC=1C=C(C(=CC1)Cl)C=1SC(=CN1)C (R)-5-((4-(tert-butoxycarbonyl)morpholin-2-yl)methoxy)-2-chloro-3-(5-methylthiazol-2-yl)benzene